COC(=O)[C@@H]1CCC2CC(CC(N12)=O)O (3S)-7-hydroxy-5-oxo-octahydroindolizine-3-carboxylic acid methyl ester